tetraaminonaphthalene C1=CC=C2C(=C1)C(=C(C(=C2N)N)N)N